[1-[3-methoxy-1-[(1R,2R)-2-[[(2R,4S)-2-(trifluoromethyl)chroman-4-yl]carbamoyl]cyclopropyl]propyl]-4,4-dimethyl-6-oxo-hexahydropyrimidin-2-ylidene]ammonium COCCC([C@H]1[C@@H](C1)C(N[C@H]1C[C@@H](OC2=CC=CC=C12)C(F)(F)F)=O)N1C(NC(CC1=O)(C)C)=[NH2+]